sodium 1,2-bis(2-ethylhexoxycarbonyl)ethanesulphonate C(C)C(COC(=O)C(CC(=O)OCC(CCCC)CC)S(=O)(=O)[O-])CCCC.[Na+]